OCC(C)N1[C@@H](C(=CC=C1)COC=1C=CC2=C(C=C(O2)C)C1)O (R)-N-(1-hydroxypropan-2-yl)-5-((2-hydroxypyridin-3-yl)methoxy)-2-methylbenzofuran